FC1=CC=C(C=C1)C1=CC(N(N=C1)CC=1C(=NOC1C)C=1C=NC(=CC1)C)=O 5-(4-fluorophenyl)-2-[[5-methyl-3-(6-methylpyridin-3-yl)-1,2-oxazol-4-yl]methyl]pyridazin-3-one